N-(4-methoxy-2-(trifluoromethoxy)benzyl)-1-(4-methoxybenzyl)piperidine-4-carboxamide COC1=CC(=C(CNC(=O)C2CCN(CC2)CC2=CC=C(C=C2)OC)C=C1)OC(F)(F)F